CN(C(CNC(=O)N1CCCC2=CC(=CC=C12)F)C1=CSC=C1)C N-(2-(dimethylamino)-2-(thiophen-3-yl)ethyl)-6-fluoro-3,4-dihydroquinoline-1(2H)-carboxamide